C(=O)O.NCCCCCC(=O)NCC(=O)NC1CCC=2N(C3=C(C(=CC=C3C2C=2C=NNC2)Cl)Cl)C1 6-amino-N-[2-[[3,4-dichloro-10-(1H-pyrazol-4-yl)-6,7,8,9-tetrahydropyrido[1,2-a]indol-7-yl]amino]-2-oxo-ethyl]hexanamide formic acid salt